C(C1=CC=CC=C1)N1C=NC(=C1)NC(=O)[C@@H]1[C@@H](N(CC1)C#N)C (2S,3S)-N-(1-benzyl-1H-imidazol-4-yl)-1-cyano-2-methylpyrrolidine-3-carboxamide